C(C)(C)(C)OC(=O)N1C[C@@H](CCC1)NC1=NN=C(C2=CC=CC=C12)Br (R)-3-((4-bromophthalazin-1-yl)amino)piperidine-1-carboxylic acid tert-butyl ester